1-(4-((4-amino-7-methyl-5-(4-phenoxyphenyl)-7H-pyrrolo[2,3-d]pyrimidin-6-yl)ethynyl)-4-hydroxypiperidin-1-yl)prop-2-en-1-one NC=1C2=C(N=CN1)N(C(=C2C2=CC=C(C=C2)OC2=CC=CC=C2)C#CC2(CCN(CC2)C(C=C)=O)O)C